C(C1=CC=CC=C1)(=O)C=1/C(/C(N2C1NCCC2)(C2=CC=C(C=C2)C)O)=C/2\C(OC1=CC=C(C=C1C2=O)C)=O (E)-3-(8-benzoyl-6-hydroxy-6-(p-tolyl)-1,2,3,4-tetrahydropyrrolo[1,2-a]pyrimidin-7(6H)-ylidene)-6-methylchroman-2,4-dione